(R)-1-(4-(2-(6-((R)-3-Aminopiperidine-1-carbonyl)-4-fluoro-3-methylpyrazolo[1,5-a]pyridin-2-yl)-1-(cyclopropylmethyl)-1H-indol-7-yl)piperidin-1-yl)-2-methoxypropan-1-one N[C@H]1CN(CCC1)C(=O)C=1C=C(C=2N(C1)N=C(C2C)C=2N(C1=C(C=CC=C1C2)C2CCN(CC2)C([C@@H](C)OC)=O)CC2CC2)F